C(#N)C=1C(=CC(=NC1N1[C@H](CC1)C)N1C[C@@H]2C([C@@H]2C1)[C@H](C(=O)OCC)C)C(F)(F)F ethyl (R)-2-((1R,5S,6R)-3-(5-cyano-6-((S)-2-methylazetidin-1-yl)-4-(trifluoromethyl)pyridine-2-yl)-3-azabicyclo[3.1.0]hexan-6-yl)propionate